1-acetyl-3-(1-ethoxy-1-phenylmethylene)-6-methoxycarbonyl-2-oxindole C(C)(=O)N1C(C(C2=CC=C(C=C12)C(=O)OC)=C(C1=CC=CC=C1)OCC)=O